1-(1-(2-fluoroacryloyl)azetidin-3-yl)-N-phenyl-3-(6-(trifluoromethyl)pyridin-3-yl)-1H-indazole-7-carboxamide FC(C(=O)N1CC(C1)N1N=C(C2=CC=CC(=C12)C(=O)NC1=CC=CC=C1)C=1C=NC(=CC1)C(F)(F)F)=C